(4-(2-(methoxymethyl)phenyl)thiazol-2-yl)picolinamide COCC1=C(C=CC=C1)C=1N=C(SC1)C=1C(=NC=CC1)C(=O)N